5-bromo-1-chloro-2-ethyl-3-fluorobenzene BrC=1C=C(C(=C(C1)Cl)CC)F